C(C)C=1C(=NC=NC1)OC=1C=CC(=C(C=O)C1)C1CN(CC1)C(=O)C1=NC=C(C=C1)F 5-(5-ethylpyrimidin-4-yloxy)-2-(1-(5-fluoropyridinoyl)pyrrolidin-3-yl)benzaldehyde